O=C1NC(CCC1N1C(C2=CC(=CC(=C2C1)OCC=1N=NN(C1)CCCCNC(OC(C)(C)C)=O)OS(=O)(=O)F)=O)=O tert-butyl N-[4-[4-[[2-(2,6-dioxo-3-piperidyl)-6-fluorosulfonyloxy-1-oxo-isoindolin-4-yl]oxymethyl]triazol-1-yl]butyl]carbamate